BrC1=C2CN(C(C2=CC=C1CN1CCN(CC1)C1=NC=C(C(=O)NC2C(C(C2(C)C)OC2=CC(=C(C=C2)C#N)Cl)(C)C)C=C1)=O)C1C(NC(CC1)=O)=O 6-(4-((4-bromo-2-(2,6-dioxopiperidin-3-yl)-1-oxoisoindolin-5-yl)methyl)piperazin-1-yl)-N-((1r,3r)-3-(3-chloro-4-cyanophenoxy)-2,2,4,4-tetramethylcyclobutyl)nicotinamide